1-pentanoic acid methyl ester COC(CCCC)=O